C1(CC1)CN1C=C(C2=NN(C(C(=C21)C=2C=NC(=CC2)C)=O)C2=CC1=CN(N=C1C=C2)C)C=O 5-(cyclopropylmethyl)-2-(2-methyl-2H-indazol-5-yl)-4-(6-methylpyridin-3-yl)-3-oxo-3,5-dihydro-2H-pyrrolo[3,2-c]pyridazine-7-carbaldehyde